2-[Amino(3-pyridyl)methyl]-6-{6-cyclopropyl-4-[4-fluoro-2-(4-methyl-4H-1,2,4-triazol-3-yl)phenyl]-2-pyridyl}-7-oxo-1,6-dihydro-1,6-diaza-4-indenecarbonitrile NC(C=1NC=2C(N(C=C(C2C1)C#N)C1=NC(=CC(=C1)C1=C(C=C(C=C1)F)C1=NN=CN1C)C1CC1)=O)C=1C=NC=CC1